N(=[N+]=[N-])CCOCCOCCOCCOCCC(NCC1=CC=C(C=C1)NC(NC1=CC=C(C=C1)CC(=O)N1[C@@H](COCC1)C(=O)N1CCC(CC1)CC(=O)OC)=O)=O methyl (S)-2-(1-(4-(2-(4-(3-(4-(17-azido-3-oxo-6,9,12,15-tetraoxa-2-azaheptadecyl)phenyl) ureido)phenyl)acetyl)morpholine-3-carbonyl)piperidin-4-yl)acetate